C[C@@H]1N(CCC1)CC1=CC(=NC=C1)NC=1SC2=C(N1)C=CC(=C2)C2=CC=NC=C2 (S)-N-(4-((2-methyl-pyrrolidin-1-yl)methyl)-pyridin-2-yl)-6-(pyridin-4-yl)benzo[d]thiazol-2-amine